4-Chloro-5-(4,6-dimethylpyridin-2-yl)-6-(3-methoxy-2-methylphenyl)-2-(1-methyl-1H-imidazol-2-yl)pyrrolo[2,1-f][1,2,4]triazine ClC1=NC(=NN2C1=C(C(=C2)C2=C(C(=CC=C2)OC)C)C2=NC(=CC(=C2)C)C)C=2N(C=CN2)C